FC1=C(OC2=CC3=C(N(C(N=C3)NC3CCOCC3)NC)N(C2=O)NC)C=CC(=C1)F 6-(2,4-difluoro-phenoxy)-8-N,N-dimethylamino-2-(tetrahydro-pyran-4-ylamino)-8H-pyrido[2,3-d]pyrimidin-7-one